1-(4-(1-fluoro-7-(perfluoropropyl)-3,8,9,10-tetrahydrocyclohepta[e]indazol-6-yl)phenyl)piperidine-4-carbaldehyde FC1=NNC=2C=CC3=C(C12)CCCC(=C3C3=CC=C(C=C3)N3CCC(CC3)C=O)C(C(C(F)(F)F)(F)F)(F)F